5-chloro-N1-cyclopropyl-6-fluoro-4-iodobenzene-1,2-diamine ClC1=C(C=C(C(=C1F)NC1CC1)N)I